C(CCC)C(COCC)(COCC)CCCC 2,2-dibutyl-1,3-diethoxypropane